OB1OC2=C([C@@H]3[C@H]1C3)C=CC(=C2C(=O)O)OC2CN(C2)C(C[C@H]2CN(CCO2)C)=O (1aR,7bS)-2-hydroxy-5-[(1-{[(2S)-4-methylmorpholin-2-yl]acetyl}azetidin-3-yl)oxy]-1,1a,2,7b-tetrahydrocyclopropa[c][1,2]benzoxaborinine-4-carboxylic acid